methyl (2S)-5-oxo-1,4-oxaazepan-2-carboxylate O=C1NC[C@H](OCC1)C(=O)OC